N(=NC(C(=O)OCC)(C)C)C(C(=O)OCC)(C)C diethyl 2,2'-azobis(2-methylpropionate)